5-METHOXY-1H-INDOL-3-YLBORONIC ACID COC=1C=C2C(=CNC2=CC1)B(O)O